COC1=CC=C(CN(S(=O)(=O)C2=CC(=C(C=C2)NCC2=CC=C(C=C2)S(F)(F)(F)(F)F)C=2N=CN(C2)C)C)C=C1 N-(4-methoxybenzyl)-N-methyl-3-(1-methyl-1H-Imidazol-4-yl)-4-((4-(pentafluoro-λ6-sulfanyl)benzyl)amino)benzenesulfonamide